C(C)OC1(CCN(CC1)C1=NC=C2C(=N1)N(N=C2C=2C(=C(C(=C(C2)C(F)(F)F)F)O)F)C)C 3-(6-(4-Ethoxy-4-methylpiperidin-1-yl)-1-methyl-1H-pyrazolo[3,4-d]pyrimidin-3-yl)-2,6-difluoro-5-(trifluoromethyl)phenol